FC1(CC12CC(C2)(O)C2=CC1=C(N=C(N=C1)C1=CC=3C(N=C1)=NN(C3)C)S2)F 1,1-difluoro-5-(2-(2-methyl-2H-pyrazolo[3,4-b]pyridin-5-yl)thieno[2,3-d]pyrimidin-6-yl)spiro[2.3]hexan-5-ol